(S)-2-(2-Glycidyloxyphenyl)thiophene C([C@@H]1CO1)OC1=C(C=CC=C1)C=1SC=CC1